(Z)-6-((1-acetyl-3-oxoindolin-2-ylidene)methyl)-pyridin-3-yl methanesulfonate CS(=O)(=O)OC=1C=NC(=CC1)\C=C\1/N(C2=CC=CC=C2C1=O)C(C)=O